5-(diethylamino)amyl-ethanol C(C)N(CCCCCC(C)O)CC